6-methyl-pyridazine CC1=CC=CN=N1